N1=CN=CC2=C1NC=C2C=2SC=C(N2)C=2C=C(C=CC2)[C@@]2(CCC=1C2=NC=CC1)O (R)-7-(3-(2-(7H-Pyrrolo[2,3-d]pyrimidin-5-yl)thiazol-4-yl)phenyl)-6,7-dihydro-5H-cyclopenta[b]pyridin-7-ol